4-(N-([1,1'-biphenyl]-2-yl)sulfamoyl)-1-hydroxy-2-naphthoic acid C1(=C(C=CC=C1)NS(=O)(=O)C1=CC(=C(C2=CC=CC=C12)O)C(=O)O)C1=CC=CC=C1